CN1C2=C(C3=C1C(NN=C3)=O)C=CC=N2 9-Methyl-7,9-dihydro-8H-pyrido[3',2':4,5]pyrrolo[2,3-d]pyridazin-8-one